N1(CCNCC1)CC1=CC=2N(C=C1)N=CC2N2C(NC(CC2)=O)=O 1-(5-(piperazin-1-ylmethyl)pyrazolo[1,5-a]pyridin-3-yl)dihydropyrimidine-2,4(1h,3h)-dione